2-(tricyclo[3.3.1.13,7]dec-1-ylmethoxy)-4-iodo-3-methyl-pyridine C12(CC3CC(CC(C1)C3)C2)COC2=NC=CC(=C2C)I